9,9',9'',9'''-(3-(2,6-dimethylpyridin-4-yl)-6-(pyridin-2-yl)benzene-1,2,4,5-tetrayl)tetrakis(3,6-dimethyl-9H-carbazole) CC1=NC(=CC(=C1)C=1C(=C(C(=C(C1N1C2=CC=C(C=C2C=2C=C(C=CC12)C)C)N1C2=CC=C(C=C2C=2C=C(C=CC12)C)C)C1=NC=CC=C1)N1C2=CC=C(C=C2C=2C=C(C=CC12)C)C)N1C2=CC=C(C=C2C=2C=C(C=CC12)C)C)C